N-(4-(7-(((1r,4r)-4-(dimethylamino)cyclohexyl)amino)-1-isopropyl-2-oxo-1,4-dihydropyrido[4,3-d]pyrimidin-3(2H)-yl)-2-fluorophenyl)-1-phenylmethanesulfonamide CN(C1CCC(CC1)NC1=CC=2N(C(N(CC2C=N1)C1=CC(=C(C=C1)NS(=O)(=O)CC1=CC=CC=C1)F)=O)C(C)C)C